2-(3,4-epoxy-cyclohexyl)ethyltrimethoxysilane C1(CC2C(CC1)O2)CC[Si](OC)(OC)OC